C(C1=CC=CC=C1)N1C(C2CC=CCC2C1=O)=O 2-Benzyl-3a,4,7,7a-tetrahydro-1H-isoindole-1,3(2H)-dione